4-(5H-dibenz[b,f]azepin-5-yl)-2,6-dimethylbenzaldehyde C1=CC=CC=2N(C3=C(C=CC21)C=CC=C3)C3=CC(=C(C=O)C(=C3)C)C